tert-butyl (S)-4-(1-((6-ethoxy-2-methyl-2H-indazol-5-yl)carbamoyl)-2,3-dihydro-1H-pyrrolo[2,3-b]pyridin-4-yl)-2-methylpiperazine-1-carboxylate C(C)OC=1C(=CC2=CN(N=C2C1)C)NC(=O)N1CCC=2C1=NC=CC2N2C[C@@H](N(CC2)C(=O)OC(C)(C)C)C